(S)-(R)-1-(3-(allyloxy)phenyl)-3-(3,4-dimethoxyphenyl)propyl 1-((S)-2-(3-(2-(allyloxy)ethoxy)-4,5-dimethoxyphenyl)-2-cyclohexylacetyl)piperidine-2-carboxylate C(C=C)OCCOC=1C=C(C=C(C1OC)OC)[C@@H](C(=O)N1[C@H](CCCC1)C(=O)O[C@@H](CCC1=CC(=C(C=C1)OC)OC)C1=CC(=CC=C1)OCC=C)C1CCCCC1